1,3-Dihydro-isoindole C1NCC2=CC=CC=C12